C[C@@H]1O[C@H](CN(C1)CC1=C(C=C(N)C=C1)F)C 4-(((2S,6S)-2,6-dimethylmorpholino)methyl)-3-fluoroaniline